2'-((5-bromo-1,3-phenylene)bis(methylene))bis(isoindoline-1,3-dione) BrC=1C=C(C=C(C1)CN1C(C2=CC=CC=C2C1=O)=O)CN1C(C2=CC=CC=C2C1=O)=O